P(=O)(O)(O)CN(CC(=O)O)CC(=O)O N-(phosphonomethyl)iminodiacetic acid